methyl (S,E)-4-(fluoromethylene)-3-methylpiperidine-3-carboxylate F\C=C/1\[C@@](CNCC1)(C(=O)OC)C